2-chloro-4-((2-cyclopropyl-7-methyl-5,6-dioxo-1,2,3,5,6,7-hexahydro-[1,4]oxazepino[6,5-c]quinolin-10-yl)amino)nicotinonitrile ClC1=C(C#N)C(=CC=N1)NC1=CC=2C3=C(C(N(C2C=C1)C)=O)C(OCC(N3)C3CC3)=O